(1S,3S)-3-((4-(4-((((R)-1-(2-chlorophenyl)ethoxy)carbonyl)amino)oxazol-5-yl)phenyl)-carbamoyl)-2,2-difluorocyclopropane-1-carboxylic acid ClC1=C(C=CC=C1)[C@@H](C)OC(=O)NC=1N=COC1C1=CC=C(C=C1)NC(=O)[C@H]1C([C@@H]1C(=O)O)(F)F